methyl (R)-4-(3-fluoro-2-((S)-1-fluoroethyl)phenyl)-2-(fluoromethyl)-5-oxo-1,4,5,7-tetrahydrofuro[3,4-b]pyridine-3-carboxylate FC=1C(=C(C=CC1)[C@@H]1C2=C(NC(=C1C(=O)OC)CF)COC2=O)[C@H](C)F